Dimethylformamid CN(C=O)C